FC=1C=C(C=C(C1)F)[C@@H]1CC[C@H]2OC3(C(N21)=O)CCN(CC3)C3=NC=NN2C3=NC=C2 (5'S,7a'R)-5'-(3,5-difluorophenyl)-1-(imidazo[2,1-f][1,2,4]triazin-4-yl)tetrahydro-3'H-spiro[piperidine-4,2'-pyrrolo[2,1-b][1,3]oxazol]-3'-one